C(#N)C1CC(C1)(CC1=NN=CN1C)C=1C=C(C=CC1)NC(=O)C=1C=2N(C=C(C1)CN1C[C@H](CCC1)C)C=CN2 N-(3-((1r,3S)-3-cyano-1-((4-methyl-4H-1,2,4-triazol-3-yl)methyl)cyclobutyl)phenyl)-6-(((S)-3-methylpiperidin-1-yl)methyl)imidazo[1,2-a]pyridine-8-carboxamide